CC1C2CCC1C1CC(CCC21)=O 7-methyloctahydro-1,4-methylenenaphthalen-6(2H)-one